FC1=CC(=C(C=C1C=1CCN(CC1)C1=NC=C(C=N1)C=O)NC(=O)C1=CNC(C=C1C(F)(F)F)=O)N1C[C@@H](N([C@@H](C1)C)C)C N-(4-fluoro-5-(1-(5-formylpyrimidin-2-yl)-1,2,3,6-tetrahydropyridin-4-yl)-2-((3S,5R)-3,4,5-trimethylpiperazin-1-yl)phenyl)-6-oxo-4-(trifluoromethyl)-1,6-dihydropyridine-3-carboxamide